C(C)OC(=O)C=1C=C2SC=3C=CC(=CC3C(C2=CC1)=O)C 6-ethoxycarbonyl-2-methylthioxanthone